7α,24(S)-dihydroxycholesterol O[C@H]1[C@H]2[C@@H]3CC[C@H]([C@@H](CC[C@@H](C(C)C)O)C)[C@]3(CC[C@@H]2[C@]2(CC[C@@H](CC2=C1)O)C)C